O1C=NC(=C1)CC(=O)N1CC2=CC(=CC=C2CC1)OC1=CC=C(C=C1)C(F)(F)F 2-(oxazol-4-yl)-1-(7-(4-(trifluoromethyl)phenoxy)-3,4-dihydroisoquinolin-2(1H)-yl)ethan-1-one